N-(5-((5-chloro-4-((1-(methylsulfonyl)-1,2,3,4-tetrahydroquinolin-8-yl)amino)pyrimidin-2-yl)amino)-2-((2-(dimethylamino)ethyl)(methyl)amino)-4-methoxyphenyl)acrylamide ClC=1C(=NC(=NC1)NC=1C(=CC(=C(C1)NC(C=C)=O)N(C)CCN(C)C)OC)NC=1C=CC=C2CCCN(C12)S(=O)(=O)C